CP(=O)(C)C=1C=CC=C2C(=CNC12)C1=NC(=NC=C1C(F)(F)F)N[C@@H]1[C@@H](CCC1)CNC(OC(C)(C)C)=O tert-butyl ((cis-2-((4-(7-(dimethylphosphoryl)-1H-indole-3-yl)-5-(trifluoromethyl)pyrimidin-2-yl)amino)cyclopentyl) methyl)carbamate